(S)-3-(3-(1-amino-2,3-dihydro-1H-inden-5-yl)-5-(3-fluoro-1H-pyrazol-1-yl)-3H-imidazo[4,5-b]pyridin-2-yl)pyridin-2-amine N[C@H]1CCC2=CC(=CC=C12)N1C(=NC=2C1=NC(=CC2)N2N=C(C=C2)F)C=2C(=NC=CC2)N